C(C)(=O)O.N1=C(C=CC=C1)C=O pyridinal acetate